N[C@]1(CN(CC1)C1=CC=C(C(=C1CN1C2=NC=NC(=C2N=C1)N)C(F)(F)F)F)CCC1=NC=CC=C1 (R)-9-(6-(3-amino-3-(2-(pyridin-2-yl)ethyl)pyrrolidin-1-yl)-3-fluoro-2-(trifluoromethyl)benzyl)-9H-purin-6-amine